CC1N(CCCC1)C(=O)ON1CCC(CC1)N1N=NC(=C1)C=1C=NC(=CC1NC(C)C)C1=CC=C2N1N=CC(=C2)C#N (4-(4-(6-(3-cyanopyrrolo[1,2-b]pyridazin-7-yl) 4-(isopropylamino) pyridin-3-yl)-1H-1,2,3-triazol-1-yl) piperidin-1-yl) methylpiperidine-1-carboxylate